CN(C)[Ta](N(C)C)(N(C)C)(N(C)C)N(C)C.[Ta] tantalum pentakis(dimethylamino)tantalum